CN([C@H]1CN(CC1)C(=O)C=1C=C(C=C(C1)C(F)(F)F)NC(=O)C1=CSC=2CN(CCC21)C(=O)C2=CN=C1N2C=CC=C1)C (R)-N-(3-(3-(dimethylamino)pyrrolidine-1-carbonyl)-5-(trifluoromethyl)phenyl)-6-(imidazo[1,2-a]pyridine-3-carbonyl)-4,5,6,7-tetrahydrothieno[2,3-c]pyridine-3-carboxamide